CSC1=NC(=NC(=N1)NC(C)(C)C)NC1CC1 2-methylthio-4-t-butylamino-6-cyclopropylamino-1,3,5-triazine